4-amino-2-(2,6-dioxopiperidin-3-yl)isoindolin-1,3-dione NC1=C2C(N(C(C2=CC=C1)=O)C1C(NC(CC1)=O)=O)=O